3-methoxy-5-(3-methyl-1H-pyrazol-1-yl)phenol COC=1C=C(C=C(C1)N1N=C(C=C1)C)O